(phenyldimethylfluorenyl)triazine C1(=CC=CC=C1)C1=C(C(=C(C=2CC3=CC=CC=C3C12)C1=NN=NC=C1)C)C